C(C=C)(=O)N1CCN(CC1)C1=C(C(=NC2=C(N=CC=C12)OC1=C2C=NNC2=CC(=C1Cl)F)OC[C@H]1N(CCC1)C)C#N (S)-4-(4-acryloylpiperazin-1-yl)-8-((5-chloro-6-fluoro-1H-indazol-4-yl)oxy)-2-((1-methylpyrrolidin-2-yl)methoxy)-1,7-naphthyridine-3-carbonitrile